ClC=1C=C(C=CC1OC)C(C(C(C)C)SC#N)=O 1-(3-chloro-4-methoxyphenyl)-3-methyl-2-thiocyanatobutan-1-one